ClC=1C=C(C=CC1C(=O)N1CCN(CC1)C(=O)C1CCNCC1)NC(=O)C=1N(C(=CN1)C=1C(=NN(C1)CC1CCC1)C(F)(F)F)C N-[3-chloro-4-[4-(piperidine-4-carbonyl)piperazine-1-carbonyl]phenyl]-5-[1-(cyclobutylmethyl)-3-(trifluoromethyl)pyrazol-4-yl]-1-methylimidazole-2-carboxamide